(S)-Methyl 6'-Chloro-5-(((1R,2R)-2-(Hydroxymethyl)Cyclobutyl)Methyl)-3',4,4',5-Tetrahydro-2H,2'H-Spiro[Benzo[B][1,4]Oxazepine-3,1'-Naphthalene]-7-Carboxylate ClC=1C=C2CCC[C@]3(C2=CC1)CN(C1=C(OC3)C=CC(=C1)C(=O)OC)C[C@H]1[C@@H](CC1)CO